F[P-](F)(F)(F)(F)F.F[P-](F)(F)(F)(F)F.[Ru+2].N1=CC=CC2=CC=C3C=CC=NC3=C12.N1=CC=CC2=CC=C3C=CC=NC3=C12 bis(1,10-phenanthroline) ruthenium (2+) bis(hexafluorophosphate)